(3R)-3-({2-[4-(trifluoromethoxy)phenyl][1,2,4]triazolo[1,5-c]quinazolin-5-yl}amino)pyrrolidin FC(OC1=CC=C(C=C1)C1=NN2C(=NC=3C=CC=CC3C2=N1)N[C@H]1CNCC1)(F)F